4-((2R,3S,4S,5R)-3-(2-ethyl-3,4-difluorophenyl)-4,5-dimethyl-5-(trifluoromethyl)tetrahydrofuran-2-carboxamido)picolinamide C(C)C1=C(C=CC(=C1F)F)[C@H]1[C@@H](O[C@]([C@H]1C)(C(F)(F)F)C)C(=O)NC1=CC(=NC=C1)C(=O)N